ClC=1C=CC(=C(C1)O)C1=CCC(CC1)(F)F 5-chloro-2-(4,4-difluorocyclohexen-1-yl)phenol